BrC1=CC=C(C=C1)C(C(=O)O)(F)F 2-(4-bromophenyl)-2,2-difluoroacetic acid